((1S,2R)-2-fluorocyclopropyl)(3-(2-(2-methoxypyridin-4-yl)-2H-pyrazolo[4,3-b]pyridin-7-yl)-3,8-diazabicyclo[3.2.1]oct-8-yl)methanone F[C@H]1[C@@H](C1)C(=O)N1C2CN(CC1CC2)C=2C=1C(N=CC2)=CN(N1)C1=CC(=NC=C1)OC